B(F)(F)F.C(=C\C1=CC=CC=C1)/[K] trans-styryl-potassium trifluoroborate